C(#N)C1=CC(=C(C(=O)NC2=C(C=CC(=C2)C(NC2=C(C=C(C=C2Br)C(C(C(F)(F)F)(F)F)(C(F)(F)F)F)Br)=O)C#N)C=C1)C 4-cyano-N-[2-cyano-5-[[2,6-dibromo-4-[1,2,2,3,3,3-hexafluoro-1-(trifluoromethyl)propyl]phenyl]carbamoyl]phenyl]-2-methyl-benzamide